2,4-di-tert-butyl-5-nitro-phenyl carbonate C(OC1=C(C=C(C(=C1)[N+](=O)[O-])C(C)(C)C)C(C)(C)C)([O-])=O